CN1CCN(CC1)CC1=NN=C2N1C1=CC=CC=C1C(N2)=O (4-methylpiperazin-1-yl-methyl)-[1,2,4]triazolo[4,3-a]quinazolin-5(4H)-one